Tert-butyl (2-(piperidin-3-yl)ethyl)carbamate N1CC(CCC1)CCNC(OC(C)(C)C)=O